(5-amino-3-fluoro-6-(7-fluoro-1-oxo-1,2,3,4-tetrahydroisoquinolin-6-yl)pyrazin-2-yl)boronic acid NC=1N=C(C(=NC1C=1C=C2CCNC(C2=CC1F)=O)B(O)O)F